2-(4-(2-((3-(Bis(2-hydroxydodecyl)amino)propyl)disulfaneyl)ethyl)piperazin-1-yl)ethyl 5-(bis(2-hydroxytetradecyl)amino)pentanoate OC(CN(CCCCC(=O)OCCN1CCN(CC1)CCSSCCCN(CC(CCCCCCCCCC)O)CC(CCCCCCCCCC)O)CC(CCCCCCCCCCCC)O)CCCCCCCCCCCC